BrC1=CNC(C(=N1)N1CCC2(CCCC(N2C2=CC(=C(C=C2)F)F)=O)CC1)=O 9-(6-bromo-3-oxo-3,4-dihydropyrazin-2-yl)-1-(3,4-difluorophenyl)-1,9-diazaspiro[5.5]undecane-2-one